(S)-1-benzyl-5-(2-bromophenyl)-N-(3-(3-bromophenyl)-1-(methylamino)-1-oxopropan-2-yl)-1H-pyrazole-3-carboxamide C(C1=CC=CC=C1)N1N=C(C=C1C1=C(C=CC=C1)Br)C(=O)N[C@H](C(=O)NC)CC1=CC(=CC=C1)Br